IC1=CN(C(C2=CN=CC=C12)=O)C 4-iodo-2-methyl-2,7-naphthyridin-1-one